C(=CCCCCCCCCCCCCCCCCC)C1=NC(=CC=C1)C=CCCCCCCCCCCCCCCCCC 2,6-bis(nonadecen-1-yl)pyridine